4,6,7,8-tetrahydro-1-methylpyrazolo[4,3-c]azepin CN1N=CC=2CNCCCC21